3,3'-(1,4-Phenylene)bis(5-methyl-1,2,4-triazole) C1(=CC=C(C=C1)C1=NNC(=N1)C)C1=NNC(=N1)C